1,1-dioxotetrahydrothiophen-3-one O=S1(CC(CC1)=O)=O